(cyclopropanecarbonyl)-3-(4,5-dimethylthiazol-2-yl)-3,6-diazabicyclo[3.2.1]octan C1(CC1)C(=O)C12CN(CC(NC1)C2)C=2SC(=C(N2)C)C